C1(CC1)C1=CC2=C(C=C(O2)C(=O)NS(=O)(=O)C2=C(C=CC(=C2)C(F)(F)F)OCC)C(=C1)F 6-Cyclopropyl-N-[2-ethoxy-5-(trifluoromethyl)phenyl]sulfonyl-4-fluoro-benzofuran-2-carboxamide